5,3'-Dihydroxy-3,6,7,8,4'-pentamethoxyflavone OC1=C2C(C(=C(OC2=C(C(=C1OC)OC)OC)C1=CC(=C(C=C1)OC)O)OC)=O